((4-(2,3-difluorobenzoyl)piperidin-1-yl)methyl)-5,7-dihydroxy-2-(4-hydroxyphenyl)-4H-benzopyran-4-one FC1=C(C(=O)C2CCN(CC2)CC2=C(OC3=C(C2=O)C(=CC(=C3)O)O)C3=CC=C(C=C3)O)C=CC=C1F